4-((2-fluoro-6-methoxybenzyl)amino)-2-((1-cyclopropyl-1H-pyrazol-4-yl)amino)pyrimidin-5-carboxamide FC1=C(CNC2=NC(=NC=C2C(=O)N)NC=2C=NN(C2)C2CC2)C(=CC=C1)OC